Allyl (benzyl 2-acetamido-3-O-benzyl-2-deoxy-α-L-altropyranosyluronate)-(1→3)-4-azido-2,4,6-trideoxy-2-trichloroacetamido-β-D-galactopyranoside C(C1=CC=CC=C1)[C@@]1([C@@H]([C@@H](OCC2=CC=CC=C2)[C@@H](O)[C@@H](O1)C(=O)[O-])NC(C)=O)O[C@@H]1[C@H]([C@H](OCC=C)O[C@@H]([C@@H]1N=[N+]=[N-])C)NC(C(Cl)(Cl)Cl)=O